2-(2,6-dioxo-3-piperidyl)-5-[4-[[4-[[1-[4-[5-(1-methylcyclopropoxy)-1H-indazol-3-yl]-2-pyridyl]-4-piperidyl]methyl]phenyl]methyl]-1-piperidyl]isoindoline-1,3-dione O=C1NC(CCC1N1C(C2=CC=C(C=C2C1=O)N1CCC(CC1)CC1=CC=C(C=C1)CC1CCN(CC1)C1=NC=CC(=C1)C1=NNC2=CC=C(C=C12)OC1(CC1)C)=O)=O